(R,2S)-2-(methoxymethyl)-N'-(((S)-2-methyl-2,4,5,6-tetrahydro-1H-cyclobuta[f]inden-3-yl)carbamoyl)-2,3-dihydropyrazolo[5,1-b]oxazole-7-sulfonimidamide COC[C@@H]1CN2C(O1)=C(C=N2)[S@@](=O)(N)=NC(NC2=C1C(=CC=3CCCC23)C[C@@H]1C)=O